(R)-di(4-fluorophenyl)(1-(8-methoxy-1,3-dimethylpyrrolo[1,2-a]quinoxalin-4-yl)naphthalen-2-yl)oxyphosphine FC1=CC=C(C=C1)P(OC1=C(C2=CC=CC=C2C=C1)C=1C=2N(C3=CC(=CC=C3N1)OC)C(=CC2C)C)C2=CC=C(C=C2)F